2-((R)-4-(7-(8-chloronaphthalen-1-yl)-2-(((S)-1-methylpyrrolidin-2-yl)methoxy)-5,6,7,8-tetrahydropyrido[3,4-d]pyrimidin-4-yl)-1-(2-fluoroacryloyl)piperazin-2-yl)acetonitrile ClC=1C=CC=C2C=CC=C(C12)N1CC=2N=C(N=C(C2CC1)N1C[C@H](N(CC1)C(C(=C)F)=O)CC#N)OC[C@H]1N(CCC1)C